NC1=C(C=2C(=NC(=CN2)Br)N1C1=C(C(=CC=C1C)OC)C)C(=O)N 6-amino-3-bromo-5-(3-methoxy-2,6-dimethyl-phenyl)pyrrolo[2,3-b]pyrazine-7-carboxamide